2-(5-fluoropyridin-2-yl)-2-(1-(4,5,6,7-tetrahydroisoxazolo[4,3-c]pyridine-5-carbonyl)piperidin-4-ylidene)acetonitrile FC=1C=CC(=NC1)C(C#N)=C1CCN(CC1)C(=O)N1CC=2C(CC1)=NOC2